5-(2-((1H-imidazol-4-yl)methoxy)-4-methylphenyl)-4-methylpyrimidine N1C=NC(=C1)COC1=C(C=CC(=C1)C)C=1C(=NC=NC1)C